ClC1=C2C(=NC(=N1)C1CC1)N(N=C2)CC2CC2 4-chloro-6-cyclopropyl-1-(cyclopropylmethyl)-1H-pyrazolo[3,4-d]pyrimidine